C(C)(C)(C)OC(=O)N1C(C=2N(CC1)C(=NN2)Br)=O 3-bromo-8-oxo-5,6-dihydro-[1,2,4]triazolo[4,3-a]pyrazine-7(8H)-carboxylic acid tert-butyl ester